(R)-N-(2-(4-Cyanothiazolidin-3-yl)-2-oxoethyl)-6-(4,6-difluoro-1H-indol-1-yl)quinoline-4-carboxamide C(#N)[C@H]1N(CSC1)C(CNC(=O)C1=CC=NC2=CC=C(C=C12)N1C=CC2=C(C=C(C=C12)F)F)=O